tert-butyl 4-((8-bromo-6-chloro-3,4-dihydroquinolin-1(2H)-yl)methyl)-4-fluoropiperidine-1-carboxylate BrC=1C=C(C=C2CCCN(C12)CC1(CCN(CC1)C(=O)OC(C)(C)C)F)Cl